2-(4-(2-fluorophenyl)-2-(pyrrolidin-1-yl)pyridin-3-yl)-1H-imidazo[4,5-b]pyridine FC1=C(C=CC=C1)C1=C(C(=NC=C1)N1CCCC1)C=1NC=2C(=NC=CC2)N1